5-(4-((8-(difluoromethoxy)-2-ethyl-3-oxo-3,4-dihydroquinoxalin-6-yl)methyl)piperazin-1-yl)-6-fluoro-N-methylpyridinecarboxamide FC(OC=1C=C(C=C2NC(C(=NC12)CC)=O)CN1CCN(CC1)C=1C=CC(=NC1F)C(=O)NC)F